Tri-isopropylsilyl 2,4,6-tri-O-acetyl-3-azido-1-thio-β-D-galactopyranoside C(C)(=O)O[C@H]1[C@H](S[Si](C(C)C)(C(C)C)C(C)C)O[C@@H]([C@@H]([C@@]1(O)N=[N+]=[N-])OC(C)=O)COC(C)=O